C(=C)C=1C(=O)NC(C1)=O vinyl-Maleimide